dimethyl(2,3,4,5-tetramethylcyclopenta-2,4-dien-1-yl)silane zirconium dichloride [Cl-].[Cl-].[Zr+2].C[SiH](C1C(=C(C(=C1C)C)C)C)C